1,4-bis-(1-isocyanato-1-methylethyl)benzene N(=C=O)C(C)(C)C1=CC=C(C=C1)C(C)(N=C=O)C